NC1=C(C=C(C=C1)C)N(S(=O)(=O)CC)C N-(2-amino-5-methylphenyl)-N-methylethanesulfonamide